1,2-dihydropyran-one O1C(C=CC=C1)=O